F[C@H]1[C@@H]2CC[C@H](C[C@H]1N(C1=CC=C(N=N1)C1=C(C=C(C=C1)OC=1C=NN(C1)C)O)C)N2 2-(6-(((1S,2S,3R,5R)-2-fluoro-8-azabicyclo[3.2.1]octan-3-yl)(methyl)amino)pyridazin-3-yl)-5-((1-methyl-1H-pyrazol-4-yl)oxy)phenol